N-(3,3-difluorocyclobutyl)-4-[[(3,4-dimethylpyrimidino[4',5':4,5]thieno[2,3-c]pyridazin-8-yl)amino]methyl]benzamide FC1(CC(C1)NC(C1=CC=C(C=C1)CNC1=NC=NC2=C1SC=1N=NC(=C(C12)C)C)=O)F